(2S,4R)-4-cyclopropoxypyrrolidine-1,2-dicarboxylic acid 1-benzyl ester 2-methyl ester COC(=O)[C@H]1N(C[C@@H](C1)OC1CC1)C(=O)OCC1=CC=CC=C1